2-tert-butyl-7-(isoquinolin-4-yl)-5,7-diazaspiro[3.4]octane-6,8-dione C(C)(C)(C)C1CC2(C1)NC(N(C2=O)C2=CN=CC1=CC=CC=C21)=O